12-((2S,4R)-2-((bis(4-methoxyphenyl)(phenyl)methoxy)methyl)-4-hydroxypyrrolidin-1-yl)-12-oxododecanoic acid COC1=CC=C(C=C1)C(OC[C@H]1N(C[C@@H](C1)O)C(CCCCCCCCCCC(=O)O)=O)(C1=CC=CC=C1)C1=CC=C(C=C1)OC